5-tert-butyl 7-methyl 5-azaspiro[3.4]octane-5,7-dicarboxylate C1CCC12N(CC(C2)C(=O)OC)C(=O)OC(C)(C)C